(S)-1-((5-(7-chloroquinolin-4-yl)-3-methylpyridin-2-yl)oxy)-2,4-dimethylpentan-2-amine ClC1=CC=C2C(=CC=NC2=C1)C=1C=C(C(=NC1)OC[C@](CC(C)C)(N)C)C